6-(2,4-dimethoxypyrimidin-5-yl)-8-((1S,2S)-2-(1-(2,2,2-trifluoroethyl)-1H-indazol-5-yl)cyclopropyl)imidazo[1,2-b]pyridazine COC1=NC=C(C(=N1)OC)C=1C=C(C=2N(N1)C=CN2)[C@@H]2[C@H](C2)C=2C=C1C=NN(C1=CC2)CC(F)(F)F